ClC=1C=C(C=C(C1)Cl)NC=1SC=C(N1)C=1SC=C(N1)C1=CC=C(C=C1)F N-(3,5-dichlorophenyl)-4-(4-fluorophenyl)-[2,4'-bithiazole]-2'-amine